6-(3,4-difluorophenyl)-3-methyl-1-(pyrimidin-5-ylmethyl)imidazo[4,5-b]pyridin-2-one FC=1C=C(C=CC1F)C=1C=C2C(=NC1)N(C(N2CC=2C=NC=NC2)=O)C